ClC=CC(F)(F)F 1-chloro-3,3,3-trifluoroprop-1-ene